ClC1=C(C=CC(=C1)C)CC1NC=NOC1 5-[(2-chloro-4-methyl-phenyl)methyl]-5,6-dihydro-4H-1,2,4-oxadiazine